NC1=CC=C(C=C1)S(=O)(=O)N1N=C(CC1)C(=O)NCC (4-aminobenzenesulfonyl)-N-ethyl-4,5-dihydro-1H-pyrazole-carboxamide